N-(1-(4-((R)-3-((cyclobutylmethyl)amino)piperidin-1-yl)phenyl)ethyl)-4-oxo-4H-pyrido[1,2-a]pyrimidine-2-carboxamide C1(CCC1)CN[C@H]1CN(CCC1)C1=CC=C(C=C1)C(C)NC(=O)C=1N=C2N(C(C1)=O)C=CC=C2